2-(2-(pyridin-3-yl)ethyl)thiazole-4-carbaldehyde oxime hydrochloride Cl.N1=CC(=CC=C1)CCC=1SC=C(N1)C=NO